C[C@H]1N(CCN(C1)C=1C=CC=2N=CN=C(C2N1)NC1=CC(=C(C=C1)OC1=CC2=C(N(N=N2)C)C=C1)C)C(C=C)=O (R)-1-(2-methyl-4-(4-((3-methyl-4-((1-methyl-1H-benzo[d][1,2,3]triazol-5-yl)oxy)phenyl)amino)pyrido[3,2-d]pyrimidin-6-yl)piperazin-1-yl)prop-2-en-1-one